2-[2'-hydroxy-5'-methacryloyloxyethylphenyl]-2H-benzotriazole OC1=C(C=C(C=C1)CCOC(C(=C)C)=O)N1N=C2C(=N1)C=CC=C2